C(C)(C)C1=CC=C(C=C1)SC1=C(C(=O)[O-])C=CC=C1.[Na+] sodium 2-(4-isopropylbenzene sulfenyl)benzoate